ClC=1C=C(C=CC1F)N(C(=O)[C@H]1N(C(N(C1)CCNS(=O)(=O)C)=O)C1=NC(=CC(=C1)C(F)(F)F)C)C (S)-N-(3-Chloro-4-fluorophenyl)-N-methyl-3-(6-methyl-4-(trifluoromethyl)pyridin-2-yl)-1-(2-(methylsulfonamido)ethyl)-2-oxoimidazolidine-4-carboxamide